FC(=C(C(F)(F)F)F)F 1,1,2,3,3,3-HEXAFLUOROPROPYLENE